S(=O)(=O)(CS(=O)(=O)[O-])Cl Chloromethionate